N-tert-butyl-4-[3-hydroxy-2-oxo-1-[[4-[2-(trifluoromethyl)-4-pyridyl]phenyl]methyl]indolin-3-yl]benzenesulfonamide C(C)(C)(C)NS(=O)(=O)C1=CC=C(C=C1)C1(C(N(C2=CC=CC=C12)CC1=CC=C(C=C1)C1=CC(=NC=C1)C(F)(F)F)=O)O